FC1=CC(=NC=C1)N1C[C@H]2C([C@H]2C1)C1=NOC(=N1)CN1C=NC=2N=CN(C2C1=O)C 1-((3-((1R,5S,6r)-3-(4-fluoropyridin-2-yl)-3-azabicyclo[3.1.0]hexan-6-yl)-1,2,4-oxadiazol-5-yl)methyl)-7-methyl-1,7-dihydro-6H-purin-6-one